3-methyl-3-(1-methyl-6-nitro-1H-indazol-3-yl)piperidine-2,6-dione CC1(C(NC(CC1)=O)=O)C1=NN(C2=CC(=CC=C12)[N+](=O)[O-])C